dibromomethyl-(triphenylphosphine) phosphonium bromide [Br-].[PH4+].BrC(Br)C1=C(C=CC=C1)P(C1=CC=CC=C1)C1=CC=CC=C1